N4-((3,3-difluoropiperidin-4-yl)methyl)-5-(4-phenoxyphenyl)pyrimidine-4,6-diamine FC1(CNCCC1CNC1=NC=NC(=C1C1=CC=C(C=C1)OC1=CC=CC=C1)N)F